pyrimido[4,5-b]indole-7-carboxylate N1=CN=CC2=C1NC1=CC(=CC=C21)C(=O)[O-]